C(CCC)C=1C=C(C=C(C1)O)O 5-Butylbenzene-1,3-diol